tert-butyl (S,E)-(1-(3-fluoro-5-((quinoxalin-6-ylmethylene)amino)pyridin-4-yl)pyrrolidin-3-yl)carbamate FC=1C=NC=C(C1N1C[C@H](CC1)NC(OC(C)(C)C)=O)/N=C/C=1C=C2N=CC=NC2=CC1